C1(CC1)C=1C=NC=2C(N1)=NN(C2N)C2=CC=CC=C2 6-cyclopropyl-2-phenyl-2H-pyrazolo[3,4-b]pyrazin-3-amine